FC1=CC=C(C=C1)[C@@H](C1CCN(CC1)C(=O)C=1C=CC2=C(NC(CO2)=O)C1)C1=CC(=CC=C1)OC |o1:7| 6-[4-[(R or S)-(4-fluorophenyl)-(3-methoxyphenyl)methyl]piperidine-1-carbonyl]-4H-1,4-benzoxazin-3-one